2,4-dimethylphenyl-1,3,5-triazin CC1=C(C=CC(=C1)C)C1=NC=NC=N1